FC1=C(C=CC(=C1)C)C=1CCOC2=C(C1C1=CC=C(C=C1)O[C@@H]1CN(CC1)CCCF)C=C(C(=C2)O)C 4-(2-Fluoro-4-methylphenyl)-5-[4-[(3S)-1-(3-fluoropropyl)pyrrolidin-3-yl]oxyphenyl]-7-methyl-2,3-dihydro-1-benzoxepin-8-ol